FC1=C(C(=CC=C1)C)N1N=C2C(=CC1=O)NN=C2C2=CC=C1CCN(CC1=C2)C2CCOCC2 5-(2-Fluoro-6-methylphenyl)-3-(2-(tetrahydro-2H-pyran-4-yl)-1,2,3,4-tetrahydroisochinolin-7-yl)-1H-pyrazolo[4,3-c]pyridazin-6(5H)-on